(R)-N-(1-(6-(3-methoxytetrahydrofuran-3-yl)-4-methylpyridin-2-yl)-3-(1-methylazetidin-3-yl)-1H-pyrrolo[3,2-c]pyridin-6-yl)acetamide CO[C@@]1(COCC1)C1=CC(=CC(=N1)N1C=C(C=2C=NC(=CC21)NC(C)=O)C2CN(C2)C)C